3-((6-(piperazin-1-yl)pyridin-3-yl)oxy)piperidine-2,6-dione hydrochloride Cl.N1(CCNCC1)C1=CC=C(C=N1)OC1C(NC(CC1)=O)=O